tri(t-butyl)phosphorus C(C)(C)(C)P(C(C)(C)C)C(C)(C)C